2,5-Dichlorophenyl 3-deoxy-2-O-methyl-3-[4-(2-thiazolyl)-1H-1,2,3-triazol-1-yl]-1-thio-α-D-galactopyranoside CO[C@H]1[C@@H](SC2=C(C=CC(=C2)Cl)Cl)O[C@@H]([C@@H]([C@@H]1N1N=NC(=C1)C=1SC=CN1)O)CO